Methyl-4-(2-ethoxy-N-(4-methyl-3-phenoxyphenyl)-2-oxoacetamido)-5-nitrothiophene-2-carboxylate COC(=O)C=1SC(=C(C1)N(C(C(=O)OCC)=O)C1=CC(=C(C=C1)C)OC1=CC=CC=C1)[N+](=O)[O-]